CN1CCN(C(CC1)=O)CCCNC1=NC(=NC=C1C(F)(F)F)NC=1C(=NN(C1)C1CN(CC1)C)C 1-Methyl-4-(3-((2-((3-methyl-1-(1-methylpyrrolidin-3-yl)-1H-pyrazol-4-yl)amino)-5-(trifluoromethyl)pyrimidin-4-yl)amino)propyl)-1,4-diazepan-5-on